1-iodo-6-(prop-2-yn-1-yloxy)hexane ICCCCCCOCC#C